(S)-tert-butyl (1-((6-(7-chloroquinolin-4-yl)-4-methylpyridin-3-yl)oxy)-2,4-dimethylpentan-2-yl)carbamate ClC1=CC=C2C(=CC=NC2=C1)C1=CC(=C(C=N1)OC[C@@](CC(C)C)(C)NC(OC(C)(C)C)=O)C